C1(CCCC1)S(=O)(=N)C=1C=C(C(=O)N2CC3(C4=CC(=CC=C24)NS(=O)(=O)C)CCC2(CC3)CC2)C=CC1 N-(1''-(3-(cyclopentanesulfonimidoyl)benzoyl)dispiro[cyclopropane-1,1'-cyclohexane-4',3''-indolin]-5''-yl)methanesulfonamide